FC1=C(C(=O)N[C@@H](C(=O)N2CCC3(C(CN(C3=O)C(C)C)C3=CC=C(C=C3)F)CC2)C(C)C)C=C(C=C1)C(F)(F)F 2-fluoro-N-((2R)-1-(4-(4-fluorophenyl)-2-isopropyl-1-oxo-2,8-diazaspiro-[4.5]decan-8-yl)-3-methyl-1-oxobutan-2-yl)-5-(trifluoromethyl)benzamide